BrC=1C(=NC(=NC1C)NC1CCC(CC1)(F)F)N1N=C(C=C1C)C 5-bromo-N-(4,4-difluorocyclohexyl)-4-(3,5-dimethyl-1H-pyrazol-1-yl)-6-methylpyrimidin-2-amine